C(CCCCCC)OC1=CC=C(C=C1)S(=O)(=O)C=1C=NC2=CC=C(C=C2C1N1CCN(CCC1)CCN1CCCCC1)S(=O)C 3-((4-(heptyloxy)phenyl)sulfonyl)-6-(methylsulfinyl)-4-(4-(2-(piperidin-1-yl)ethyl)-1,4-diazepan-1-yl)quinoline